CC(CO)(C)S(=O)(=O)C1=CC(=CC=C1)OC[C@H]1OC1 (S)-2-methyl-2-((3-(oxiran-2-ylmethoxy)phenyl)sulfonyl)propan-1-ol